BrC1=CC=C(C(=O)NC2=CC=C(C=C2)[C@H]2[C@@H](C2)S(=O)(=O)C)C=C1 trans-4-bromo-N-(4-(2-(methylsulfonyl)cyclopropyl)phenyl)benzamide